ClC1=CC(=C(N=N1)C(=O)NC([2H])([2H])[2H])NC1=C(C(=CC=C1)C1=NN(N=C1C)C)OC 6-chloro-4-((3-(2,5-dimethyl-2H-1,2,3-triazol-4-yl)-2-methoxyphenyl)amino)-N-(methyl-d3)pyridazine-3-carboxamide